3-(1-hydroxyethyl)piperazine-1-carboxylic acid tert-butyl ester C(C)(C)(C)OC(=O)N1CC(NCC1)C(C)O